BrC1=CC2=C(N3[C@@H](CO2)[C@@H](OC3=O)CNC(OC(C)(C)C)=O)C=C1 tert-Butyl N-[[cis-7-bromo-1-oxo-3a,4-dihydro-3H-oxazolo[4,3-c][1,4]benzoxazin-3-yl]methyl]carbamate